(m-toluoyl)resveratrol C1(=CC(=CC=C1)C(=O)C1=C(C=C(C=C1O)O)C=CC1=CC=C(O)C=C1)C